2-methyl-7-(2-methyl-4-nitrophenoxy)-[1,2,4]triazolo[1,5-a]pyridine CC1=NN2C(C=C(C=C2)OC2=C(C=C(C=C2)[N+](=O)[O-])C)=N1